1-(6-((1-(4-(Difluoromethyl)phenyl)-4-methyl-1H-1,2,3-triazol-5-yl)methoxy)pyridazine-3-yl)-N-(tetrahydro-2H-pyran-4-yl)azetidine-3-carboxamide FC(C1=CC=C(C=C1)N1N=NC(=C1COC1=CC=C(N=N1)N1CC(C1)C(=O)NC1CCOCC1)C)F